tert-butyl 4-[3-(2,4-dioxohexahydropyrimidin-1-yl)-1-methyl-indazol-6-yl]oxypiperidine-1-carboxylate O=C1N(CCC(N1)=O)C1=NN(C2=CC(=CC=C12)OC1CCN(CC1)C(=O)OC(C)(C)C)C